FC1=CC2=C(C(=NO2)C2CCN(CC2)CCCC=2C=C3CCN(C3=CC2)C(C)=O)C=C1 1-(5-(3-(4-(6-fluorobenzo[d]isoxazol-3-yl)piperidin-1-yl)propyl)indolin-1-yl)ethan-1-one